FC=1C=C(C=C(C1)F)[B-](C1=CC(=CC(=C1)F)F)(C1=CC(=CC(=C1)F)F)C1=CC(=CC(=C1)F)F.[C@H]12CCC[C@H](CC1)N2C tropane tetrakis(3,5-difluorophenyl)borate